C(#N)CC=1C=C(CNCCCCOCCNC2=NC3=C(C4=CN=CC=C24)C=CC(=C3)C(=O)N)C=C(C1)CC 5-((2-(4-((3-(Cyanomethyl)-5-ethylbenzyl)amino)butoxy)ethyl)amino)benzo[c][2,6]naphthyridine-8-carboxamide